(S)-2-amino-3-(4-nitrophenyl)propanol methyl-3,4-bis(benzyloxy)-5-(difluoromethoxy)benzoate CC1=C(C(=O)OC[C@H](CC2=CC=C(C=C2)[N+](=O)[O-])N)C=C(C(=C1OCC1=CC=CC=C1)OCC1=CC=CC=C1)OC(F)F